NCC(C1=CC=CC=C1)N1N=C(C(=C1)C1=C(C(=NC=C1)N)C1=CC=C(C=C1)Cl)C(F)(F)F 4-[1-(2-Amino-1-phenylethyl)-3-(trifluoromethyl)-1H-pyrazol-4-yl]-3-(p-chlorophenyl)-2-pyridinamine